FC=1C=CC=C2CCN(C12)C=1C2=C(N=CN1)SC(=N2)C(=O)NC2CCOCC2 7-(7-fluoroindolin-1-yl)-N-tetrahydropyran-4-yl-thiazolo[5,4-d]pyrimidine-2-carboxamide